C1(CC1)C1=CC=C(O1)B(O)O 5-(CYCLOPROPYL)FURAN-2-BORONIC ACID